(2,6-dichloro-phenyl)bis-(perfluoro-[1,1'-biphenyl]-2-yl)borane ClC1=C(C(=CC=C1)Cl)B(C1=C(C(=C(C(=C1F)F)F)F)C1=C(C(=C(C(=C1F)F)F)F)F)C1=C(C(=C(C(=C1F)F)F)F)C1=C(C(=C(C(=C1F)F)F)F)F